4-amino-7-[3-(difluoromethylene)cyclobutyl]-N-methyl-N-[2-(trifluoromethyl)-6,8-dihydro-5H-pyrano[3,4-b]pyridin-5-yl]imidazo[1,5-a]quinoxaline-8-carboxamide NC=1C=2N(C3=CC(=C(C=C3N1)C1CC(C1)=C(F)F)C(=O)N(C1COCC3=NC(=CC=C31)C(F)(F)F)C)C=NC2